ClC=1C=CC=C2C(=NC(=NC12)C1=CC=C(OCCOC2CC(C2)C(=O)O)C=C1)OC 3-(2-(4-(8-chloro-4-methoxyquinazolin-2-yl)phenoxy)ethoxy)cyclobutanecarboxylic acid